4-((5-amino-6-methylisoquinolin-1-yl)amino)-3-fluorobenzonitrile NC1=C2C=CN=C(C2=CC=C1C)NC1=C(C=C(C#N)C=C1)F